BrC=1C=C(C(=NC1)C1(CCC1)O)Cl 1-(5-bromo-3-chloropyridin-2-yl)cyclobutan-1-ol